naphthalene-2-propionate C1=C(C=CC2=CC=CC=C12)CCC(=O)[O-]